2,6'-dimethyl-4,4'-biphenyldiamine CC1=C(C=CC(=C1)N)C1=CC=C(C=C1C)N